FC=1C(NC=CC1C1=C(C(=CC=C1N1N=NC(=C1)C(F)(F)F)Cl)F)=O 3-fluoro-4-(3-chloro-2-fluoro-6-(4-(trifluoromethyl)-1H-1,2,3-triazol-1-yl)phenyl)pyridin-2(1H)-one